N,N'-(ethane-1,2-diyl)bis(1-(2-(diphenylphosphaneyl)phenyl)methanimine) C(CN=CC1=C(C=CC=C1)P(C1=CC=CC=C1)C1=CC=CC=C1)N=CC1=C(C=CC=C1)P(C1=CC=CC=C1)C1=CC=CC=C1